C(C1CO1)C1(C(C(CCC1)(CO)CO)(CC1CO1)CC1CO1)CC1CO1 tetraglycidyl-dimethylolcyclohexane